O=C1C(O)=C([O-])[C@H](O1)[C@@H](O)CO.[Na+] sodium (L)-ascorbate